CS(=O)(=O)C1=CC(=C(C=C1)NC(OC(C)(C)C)=O)C(F)(F)F tert-butyl (4-(methylsulfonyl)-2-(trifluoromethyl)phenyl)carbamate